2-(4-((1H-indol-5-yl)oxy)-3,5-dichlorophenyl)-3,5-dioxo-2,3,4,5-tetrahydro-1,2,4-triazine-6-carbonitrile N1C=CC2=CC(=CC=C12)OC1=C(C=C(C=C1Cl)N1N=C(C(NC1=O)=O)C#N)Cl